COC([C@@H]1CC[C@H](CC1)OC1CCN(CC1)C(=O)OCC1=CC=CC=C1)OC trans-benzyl 4-[4-(dimethoxymethyl)cyclohexoxy]piperidine-1-carboxylate